C(C=C)C(CO)(CO)Br 2-allyl-2-bromo-1,3-propanediol